O=C1NC2=C(N1C(=O)[O-])C=CC=C2 2-oxo-2,3-dihydro-1H-benzo[d]imidazole-1-carboxylate